2-((5-(6-((4-chloro-2-fluorobenzyl)oxy)pyridin-2-yl)-5,6-dihydropyrrolo[3,4-c]pyrazol-2(4H)-yl)methyl)-1-(2-methoxyethyl)-1H-benzo[d]imidazole-6-carboxylic acid ClC1=CC(=C(COC2=CC=CC(=N2)N2CC3=NN(C=C3C2)CC2=NC3=C(N2CCOC)C=C(C=C3)C(=O)O)C=C1)F